COCCOC=1C=C(C=C(C1)C=1C=NN(C1)C)[C@@H](C)NC(C1=C(C=CC(=C1)N1CC(C1)NC)C)=O N-[(1R)-1-[3-(2-methoxyethoxy)-5-(1-methylpyrazol-4-yl)phenyl]ethyl]-2-methyl-5-[3-(methylamino)azetidin-1-yl]benzamide